C(CCCCCCCCCCCCCCCCC)OC(CCC1=CC(=C(C(=C1)C(C)(C)C)O)C(C)(C)C)=O.C(C#C)OC(=O)N1C(CCC1=O)=O N-(propargyloxycarbonyl)succinimide stearyl-β-(3,5-di-t-butyl-4-hydroxyphenyl)propionate